C1(CC1)C1=C(C=CC=C1)OC1=CC=C(C=C1)[N+](=O)[O-] 1-cyclopropyl-2-(4-nitrophenoxy)benzene